NC=1C=2N(C3=CC(=C(C=C3N1)F)C(=O)N(C(C)C)CC1=C(C=C(C=C1)C1=CC=C(C=C1)OC(F)F)F)C=NC2 4-amino-N-((4'-(difluoromethoxy)-3-fluoro-[1,1'-biphenyl]-4-yl)methyl)-7-fluoro-N-isopropylimidazo[1,5-a]quinoxaline-8-carboxamide